ClC=1C=C(C=2N(N1)C(=NN2)C(C)C)NCCC=2C=NC=CC2 6-chloro-3-isopropyl-N-[2-(3-pyridyl)ethyl]-[1,2,4]triazolo[4,3-b]pyridazin-8-amine